N-((8-methoxy-5-methylquinolin-7-yl)(pyridin-3-yl)methyl)butyramide COC=1C(=CC(=C2C=CC=NC12)C)C(NC(CCC)=O)C=1C=NC=CC1